CC=1N=CSC1C1C2CN(C(C1)CC2)C(=O)OC(C)(C)C tert-Butyl 5-(4-methylthiazol-5-yl)-2-azabicyclo[2.2.2]octane-2-carboxylate